1-(5-((5-cyano-4-(3-fluorophenyl)thiazol-2-yl)carbamoyl)pyridin-2-yl)piperidine-4-carboxylic acid methyl ester COC(=O)C1CCN(CC1)C1=NC=C(C=C1)C(NC=1SC(=C(N1)C1=CC(=CC=C1)F)C#N)=O